2-METHYL-6-QUINOLINECARBALDEHYDE CC1=NC2=CC=C(C=C2C=C1)C=O